FC1=CC=C2C=C(C=C(C2=C1F)N1CC=2N=C(N=C(C2CC1)O)OC[C@]12CCCN2C[C@@H](C1)F)OCOC 7-(7,8-difluoro-3-(methoxymethoxy)naphthalen-1-yl)-2-(((2R,7aS)-2-fluorohexahydro-1H-pyrrolizin-7a-yl)methoxy)-5,6,7,8-tetrahydropyrido[3,4-d]pyrimidin-4-ol